6-(((S)-pyrrolidin-3-yl)oxy)-2',3',4',5'-tetrahydro-[1,1'-biphenyl]-3-carboxamide dihydrochloride Cl.Cl.N1C[C@H](CC1)OC1=CC=C(C=C1C=1CCCCC1)C(=O)N